tert-Butyl (2R,5R)-2-(4-bromophenyl)-5-methyl-4-oxo-piperidine-1-carboxylate BrC1=CC=C(C=C1)[C@@H]1N(C[C@H](C(C1)=O)C)C(=O)OC(C)(C)C